(±)-1-{1-[6-({3-[4-(2-amino-1,1,1,3,3,3-hexafluoropropan-2-yl)phenyl]-1,4-dimethyl-1H-pyrazol-5-yl}amino)pyrimidin-4-yl]-3,5-dimethyl-1H-pyrazol-4-yl}-2,2,2-trifluoroethanol NC(C(F)(F)F)(C(F)(F)F)C1=CC=C(C=C1)C1=NN(C(=C1C)NC1=CC(=NC=N1)N1N=C(C(=C1C)[C@H](C(F)(F)F)O)C)C |r|